ClC1=NC(=NC(=C1)C1=NN(C=C1CC1=C(C=CC(=C1)CSC1=CC=CC=C1)C1CC1)C(F)F)N 4-chloro-6-[4-[[2-cyclopropyl-5-(phenylthiomethyl)phenyl]methyl]-1-(difluoromethyl)pyrazol-3-yl]pyrimidin-2-amine